O=C1NC2=C(OC[C@@H]1NC(=O)C1=NNC=3CCC4C(C13)C4)C=CC=C2 N-((S)-4-oxo-2,3,4,5-tetrahydrobenzo[b][1,4]oxazepin-3-yl)-3,4,5,5a,6,6a-hexahydrocyclopropa[e]indazole-1-carboxamide